(3-methyl-4-nitrophenyl)amid CC=1C=C(C=CC1[N+](=O)[O-])[NH-]